OCCCN1C(C(NC2=CC(=C(C=C12)C)C)=O)=O (3-hydroxypropyl)-6,7-dimethyl-1,4-dihydroquinoxaline-2,3-dione